S1C(=CC=C1)C=1C(=NC2=C(C(NC21)=O)C=2SC=CC2)C(C#N)=O 3,6-di(2-thienyl)diketopyrrolopyrroleacetonitrile